FC=1C=NC=C(C1NCCC(=O)NC=1C=NN(C1)CC(=O)N(CCOC1=CC=C(C=C1)C)C)C=O 3-((3-fluoro-5-formylpyridin-4-yl)amino)-N-(1-(2-(methyl(2-(p-tolyloxy)ethyl)amino)-2-oxoethyl)-1H-pyrazol-4-yl)propanamide